O[C@H](C(=O)OCC#N)CC(C)C Cyanomethyl (S)-2-hydroxy-4-methylvalerate